N2-(3,3-difluorocyclopentyl)-N4-(3,5-difluorophenyl)-6-(3-(trifluoromethyl)-1H-pyrazol-1-yl)-1,3,5-triazine-2,4-diamine FC1(CC(CC1)NC1=NC(=NC(=N1)NC1=CC(=CC(=C1)F)F)N1N=C(C=C1)C(F)(F)F)F